C(C)(C)(C)OC(=O)N(C1CC(C1)C(=O)OC)C=1SC(=CN1)C=1C=C2C=CN=CC2=CC1 methyl (1s,3s)-3-((tert-butoxycarbonyl)(5-(isoquinolin-6-yl)thiazol-2-yl)amino)cyclobutane-1-carboxylate